C1(CC1)C=1N=C(C(=NC1C1=CC=CC=2N(C=NC21)C)C(=O)OC)NC2=CC=C(C=C2)N2CCOCC2 methyl 5-cyclopropyl-6-(1-methylbenzimidazol-4-yl)-3-(4-morpholinoanilino)pyrazine-2-carboxylate